BrC1=CC=C(C=C1)C1=NN(C2=CC=CC=C12)C 3-(4-Bromo-Phenyl)-1-Methyl-1h-Indazol